(6R)-N-(2-amino-3-fluoro-4-((4-(trifluoromethyl)benzyl)amino)phenyl)-6,7-difluorododecanamide NC1=C(C=CC(=C1F)NCC1=CC=C(C=C1)C(F)(F)F)NC(CCCC[C@H](C(CCCCC)F)F)=O